C(C)(C)(C)C1=C(C(C(=O)[O-])=CC(=C1)C(C)(C)C)O.[Zr+4].C(C)(C)(C)C1=C(C(C(=O)[O-])=CC(=C1)C(C)(C)C)O.C(C)(C)(C)C1=C(C(C(=O)[O-])=CC(=C1)C(C)(C)C)O.C(C)(C)(C)C1=C(C(C(=O)[O-])=CC(=C1)C(C)(C)C)O Zirconium 3,5-di-tert-butylsalicylate